2-(6-(2-hydroxypropan-2-yl)pyridazin-3-yl)-2-methylpropanoic acid OC(C)(C)C1=CC=C(N=N1)C(C(=O)O)(C)C